OCC(C)(C)NC(=O)C=1C=2C[C@@H]3[C@H](C2N(N1)C1=CC(=CC=C1)F)C3 (1aR,5aR)-2-(3-Fluoro-phenyl)-1a,2,5,5a-tetrahydro-1H-2,3-diaza-cyclopropa[a]pentalene-4-carboxylic acid (2-hydroxy-1,1-dimethyl-ethyl)-amide